O.O.[Cl-].[Ca+2].[Cl-] Calcium chlorid Dihydrat